(S)-8-(2-amino-6-((R)-2,2,2-trifluoro-1-(4'-(hydroxymethyl)-4-(3-methyl-1H-pyrazol-1-yl)-[1,1'-biphenyl]-3-yl)ethoxy)pyrimidin-4-yl)-2,8-diazaspiro[4.5]decane-3-carboxylic acid NC1=NC(=CC(=N1)N1CCC2(C[C@H](NC2)C(=O)O)CC1)O[C@@H](C(F)(F)F)C=1C=C(C=CC1N1N=C(C=C1)C)C1=CC=C(C=C1)CO